C(C)(C)(C)OC([C@H](C)NCC1=C(OC=2C=C(C(=O)OC)C=CC2)C=C(C=C1)Cl)=O Methyl (S)-3-(2-(((1-(tert-butoxy)-1-oxopropan-2-yl)amino)methyl)-5-chlorophenoxy)benzoate